2-(2-Amino-ethoxy)-ethoxyl-ethoxyl-propionic acid NCCOCCOC(C(=O)O)(C)OCC